ClC1=CC(=C(S1)C(=O)NC=1SC2=C(N1)C=C(C=C2)Cl)S(N(C)C2=CC(=C(C=C2)OCC)OC)(=O)=O 5-Chloro-N-(5-chlorobenzo[d]thiazol-2-yl)-3-(N-(4-ethoxy-3-methoxyphenyl)-N-methylsulfamoyl)thiophene-2-carboxamide